N\C(\C1(CC1)C(F)(F)F)=N/OC(CC1CC2(CN(C2)C(=O)OC(C)(C)C)C1)=O tert-butyl 6-[2-[(Z)-[amino-[1-(trifluoromethyl)cyclopropyl]methylene]amino]oxy-2-oxo-ethyl]-2-azaspiro[3.3]heptane-2-carboxylate